C(C)(C)(C)OC(=O)N1OC(CC1C=1SC(=NN1)C)O.ON(C(OC(C)(C)C)=O)C(CCO)C=1SC(=NN1)C Tert-butyl N-hydroxy-N-[3-hydroxy-1-(5-methyl-1,3,4-thiadiazol-2-yl)propyl]carbamate Tert-butyl-5-hydroxy-3-(5-methyl-1,3,4-thiadiazol-2-yl)isoxazolidine-2-carboxylate